N-(5-((4-ethylpiperazin-1-yl)methyl)pyridin-2-yl)-5-fluoro-4-(8-fluoro-4-isopropyl-2-methylquinolin-6-yl)pyrimidin-2-amine hydrochloride Cl.C(C)N1CCN(CC1)CC=1C=CC(=NC1)NC1=NC=C(C(=N1)C=1C=C2C(=CC(=NC2=C(C1)F)C)C(C)C)F